((((1R,4R,5S)-2-azabicyclo[2.2.1]hept-5-yl)oxy)methyl)-5,6,7,8-tetrahydroisoquinoline bis(2,2,2-trifluoroacetate) FC(C(=O)O)(F)F.FC(C(=O)O)(F)F.[C@H]12NC[C@H]([C@H](C1)OCC1=NC=CC=3CCCCC13)C2